C1(CCC1)OC=1C=C(C(=O)O)C=CC1C1=CN(C2=NC=C(C=C21)C=2C(=NOC2C)C)C2=CC=CC=C2 3-cyclobutoxy-4-(5-(3,5-dimethylisoxazol-4-yl)-1-phenyl-1H-pyrrolo[2,3-b]pyridin-3-yl)benzoic acid